6-(2,6-dichloro-3,5-dimethoxyphenyl)-N-(2-methyl-6-nitrophenyl)-4,5,6,7-tetrahydro-1H-indazol-3-amine ClC1=C(C(=C(C=C1OC)OC)Cl)C1CCC=2C(=NNC2C1)NC1=C(C=CC=C1[N+](=O)[O-])C